C(=O)C1=CC(=NC=C1)S(=O)(=O)NC1=CC=C(C=C1)C1=CC2=C(N=CN=C2N2CCOCC2)N1COCC[Si](C)(C)C 4-formyl-N-{4-[4-(morpholin-4-yl)-7-{[2-(trimethylsilyl)ethoxy]methyl}-7H-pyrrolo[2,3-d]pyrimidin-6-yl]phenyl}pyridine-2-sulfonamide